ClC1=CC(=C2CC(N(CC2=C1)CC)=O)C=N[S@@](=O)C(C)(C)C (S)-N-((7-chloro-2-ethyl-3-oxo-1,2,3,4-tetrahydroisoquinolin-5-yl)methylene)-2-Methylpropane-2-sulfinamide